(2-((5-Chloro-2-(cyclopentylamino)pyrimidin-4-yl)amino)phenyl)dimethylphosphine oxide ClC=1C(=NC(=NC1)NC1CCCC1)NC1=C(C=CC=C1)P(C)(C)=O